C(C#C)(=O)NCC(=O)NCCNC(OC(C)(C)C)=O tert-butyl (2-(2-propiolamidoacetamido)ethyl)carbamate